(S)-benzyl 4-(4-((5-chloro-4-(4-((1-cyanopropyl)carbamoyl)phenyl)pyrimidin-2-yl)amino)-1H-pyrazol-1-yl)piperidine-1-carboxylate ClC=1C(=NC(=NC1)NC=1C=NN(C1)C1CCN(CC1)C(=O)OCC1=CC=CC=C1)C1=CC=C(C=C1)C(N[C@@H](CC)C#N)=O